(1R,4R)-4-((2-Methyl-2-((R)-3-(3-(trifluoromethyl)phenoxy)pyrrolidin-1-yl)propanamido)methyl)cyclohexane-1-carboxylic acid CC(C(=O)NCC1CCC(CC1)C(=O)O)(C)N1C[C@@H](CC1)OC1=CC(=CC=C1)C(F)(F)F